NC1=C2C(=NC=N1)N(N=C2C)C(C)C2=C(C(=C(C#N)C(=C2)Cl)C2CN(C2)C2COCC2)OCC 4-[1-(4-Amino-3-methyl-1H-pyrazolo[3,4-d]pyrimidin-1-yl)ethyl]-6-chloro-3-ethoxy-2-[1-(tetrahydrofuran-3-yl)azetidin-3-yl]benzonitrile